4-(3-cyclopentyl-2,6-dimethyl-3H-thieno[2,3-d]imidazol-5-yl)-N-(5-(4-ethylpiperazin-1-yl)pyridin-2-yl)-5-fluoropyrimidin-2-amine C1(CCCC1)N1C(=NC2=C1SC(=C2C)C2=NC(=NC=C2F)NC2=NC=C(C=C2)N2CCN(CC2)CC)C